(4-vinylbenzyl)-pyridinium acetate C(C)(=O)[O-].C(=C)C1=CC=C(C[N+]2=CC=CC=C2)C=C1